4-(trifluoromethylphenyl)-4,5,6,7-tetrahydro-1H-indol-4-ol FC(F)(F)C1=C(C=CC=C1)C1(C=2C=CNC2CCC1)O